O1CCN(CC1)C1=NC2=CC=CC=C2C=C1 morpholino-quinoline